COC=1C=C(C=CC1)N1C(C=2C(=NC(=C(C2C2=C1C=CC=C2)C(=O)OCCOC)C)C)=O 2-Methoxyethyl 6-(3-methoxyphenyl)-2,4-dimethyl-5-oxo-5,6-dihydrobenzo[c][2,7]naphthyridine-1-carboxylate